rac-tert-butyl (4-(methoxymethyl)-2-((1S*,2S*)-2-(4-methylpyrimidin-2-yl)cyclopropyl)quinolin-7-yl)carbamate COCC1=CC(=NC2=CC(=CC=C12)NC(OC(C)(C)C)=O)[C@@H]1[C@H](C1)C1=NC=CC(=N1)C |r|